Furano[2,3-b]quinoline O1C=CC=2C1=NC1=CC=CC=C1C2